(1S,3S)-3-(4-(5-(((((S)-1-Cyclopropylethyl)(methyl)carbamoyl)oxy)methyl)-1-methyl-1H-pyrazol-4-yl)phenoxy)cyclohexan C1(CC1)[C@H](C)N(C(=O)OCC1=C(C=NN1C)C1=CC=C(OC2CCCCC2)C=C1)C